The molecule is an enone that is a tetraprenyl benzophenone derivative isolated from Rheedia gardneriana and Garcinia brasiliensis. It exhibits anti-allergic, antibacterial, trypanocidal and vasodilating activities. It has a role as a metabolite, an anti-allergic agent, an antibacterial agent, a trypanocidal drug, a vasodilator agent and an anti-inflammatory agent. It is an enol, an enone, a bridged compound and an aromatic ketone. CC(=CC[C@H]1C[C@]2(C(=O)/C(=C(\\C3=CC=CC=C3)/O)/C(=O)[C@](C2=O)(C1(C)C)CC=C(C)C)CC=C(C)C)C